N,N-bis(hydroxyethyl)acrylamide OCCN(C(C=C)=O)CCO